(E)-1-(2,4-dichlorophenyl)-2-((1-methyl-3-(trifluoromethyl)-1H-pyrazol-5-yl)oxy)ethan-1-one-isobutyl oxime C(C(C)C)O\N=C(\COC1=CC(=NN1C)C(F)(F)F)/C1=C(C=C(C=C1)Cl)Cl